(3S)-3-{[(5-chloropyridin-2-yl)oxy]methyl}-2-{[5-methyl-2-(pyrimidin-2-yl)phenyl]carbonyl}-2-azabicyclo[3.1.1]heptane ClC=1C=CC(=NC1)OC[C@H]1N(C2CC(C1)C2)C(=O)C2=C(C=CC(=C2)C)C2=NC=CC=N2